C1(CC1)C=1C(=CC(N2[C@@H](CSC12)C(=O)NS(=O)(=O)C1=CC=CC=C1)=O)CC1=CC=CC2=CC=CC=C12 {(3R)-7-Cyclopropyl-6-[(1-naphthyl)methyl]-4-oxo-1-thia-3a-aza-3-indanyl}(phenylsulfonylamino)-formaldehyde